CC1=C(C(=CC=C1)C)C(C(=O)NC(NC)=O)C1=NC=CC(=C1)C(F)(F)F 2-(2,6-Dimethylphenyl)-N-(methylcarbamoyl)-2-(4-(trifluoromethyl)pyridin-2-yl)acetamide